N-(2-methoxy-5-(4-(piperidin-4-yl)quinazolin-6-yl)pyridin-3-yl)-2,4-dimethylthiazole COC1=NC=C(C=C1N1C(SC=C1C)C)C=1C=C2C(=NC=NC2=CC1)C1CCNCC1